COC1=CC2=C(C=N1)NC=N2 6-methoxy-3H-imidazo[4,5-c]pyridine